ClC=1C(=C(C=C(C1)CC)N1CCN(CC1)CC[C@@H]1CC[C@H](CC1)NC(OC(C)(C)C)=O)OC tert-Butyl (trans-4-(2-(4-(3-chloro-5-ethyl-2-methoxyphenyl)piperazin-1-yl)ethyl)cyclohexyl)carbamate